6-{[2-(trimethylsilyl)ethoxy]methyl}-1,2,3,4-tetrahydropyrido[2,3-d]pyridazin-5(6H)-one C[Si](CCOCN1N=CC2=C(C1=O)CCCN2)(C)C